3-((S)-3-((R)-8-(4'-(cyanomethyl)biphenyl-3-ylsulfonyl)-1-oxa-8-azaspiro[4.5]decan-3-ylamino)-2-hydroxypropoxy)-N-methylbenzenesulfonamide C(#N)CC1=CC=C(C=C1)C1=CC(=CC=C1)S(=O)(=O)N1CCC2(C[C@H](CO2)NC[C@@H](COC=2C=C(C=CC2)S(=O)(=O)NC)O)CC1